9-(benzo[b]naphtho[2,1-d]furan-7-yl)-10-(1,1'-biphenyl-3-yl)anthracene-d8 C1=CC=CC=2C=CC=3C4=C(OC3C12)C=CC=C4C=4C1=C(C(=C(C(=C1C(=C1C(=C(C(=C(C41)[2H])[2H])[2H])[2H])C=4C=C(C=CC4)C4=CC=CC=C4)[2H])[2H])[2H])[2H]